4-(2-(5-bromo-2,3-dioxoindolin-1-yl)acetamido)butanoic acid BrC=1C=C2C(C(N(C2=CC1)CC(=O)NCCCC(=O)O)=O)=O